2-(4-chloro-3-fluorophenoxy)-N-(3-{2-[(6-chloro-4-methylpyridin-3-yl)oxy]acetamido}bicyclo[1.1.1]pentan-1-yl)acetamide ClC1=C(C=C(OCC(=O)NC23CC(C2)(C3)NC(COC=3C=NC(=CC3C)Cl)=O)C=C1)F